4-(2-((3S,8aR*)-7-(3-chloro-2-fluoro-6-(1H-tetrazol-1-yl)phenyl)-5-oxo-1,2,3,5,8,8a-hexahydroindolizin-3-yl-8a-d)-1H-imidazol-5-yl)-3-fluoropicolinic acid ClC=1C(=C(C(=CC1)N1N=NN=C1)C1=CC(N2[C@@H](CC[C@@]2(C1)[2H])C=1NC(=CN1)C1=C(C(=NC=C1)C(=O)O)F)=O)F |o1:19|